N-(1,2-benzoxazol-3-yl)-N-(2-cyclopropyl-4-iodo-5-methylphenyl)but-2-ynamide O1N=C(C2=C1C=CC=C2)N(C(C#CC)=O)C2=C(C=C(C(=C2)C)I)C2CC2